ethyl-2-benzyl-3-[(S)-1-(4-ethylthiazol-2-yl)-2-(4-nitrophenyl)-ethylamino]-3-oxopropionate C(C)OC(C(C(=O)N[C@@H](CC1=CC=C(C=C1)[N+](=O)[O-])C=1SC=C(N1)CC)CC1=CC=CC=C1)=O